FC1=CC=CC=2C(=N[C@@H](C(NC21)=O)NC(=O)C2=C(N=C1N2N=C(C=C1)C)C=1C=NC=C(C1)F)C1=CC=CC=C1 N-[(3S)-9-fluoro-2-oxo-5-phenyl-1,3-dihydro-1,4-benzodiazepin-3-yl]-2-(5-fluoropyridin-3-yl)-6-methylimidazo[1,2-b]pyridazine-3-carboxamide